(4Z)-11,11-didecyloxy-4-undecenyl-trimethylphenylphosphonium bromide [Br-].C(CCCCCCCCC)OC(CCCCCCCCC=CC1=CC=C(C=C1)[P+](C)(C)C)OCCCCCCCCCC